(S)-3-((2-(difluoromethoxy)propyl)amino)-4-nitrobenzoic acid methyl ester COC(C1=CC(=C(C=C1)[N+](=O)[O-])NC[C@H](C)OC(F)F)=O